2-(Phenyl-2,4,6-d3)morpholin-5,5-d2 ethyl-5-cyano-2-(difluoromethyl)-6-hydroxy-pyridine-3-carboxylate C(C)OC(=O)C=1C(=NC(=C(C1)C#N)O)C(F)F.C1(=C(C=C(C=C1[2H])[2H])[2H])C1CNC(CO1)([2H])[2H]